FC(C=1N=C2N(CC3=CC(=CC=C23)CO)C1)(F)F (2-(trifluoromethyl)-5H-imidazo[2,1-a]isoindol-7-yl)methanol